di(tert-butyl-peroxy)cyclohexane C(C)(C)(C)OOC1(CCCCC1)OOC(C)(C)C